C[C@]1(C[C@@H](CC1)C(=O)OC)C(=O)OC (1S,3R)-dimethyl 1-methylcyclopentane-1,3-dicarboxylate